spiro[3.3]heptan-2-ylmethyl ((3S)-1-(4-(2,6-dioxopiperidin-3-yl)-3,5-difluorophenyl)pyrrolidin-3-yl)carbamate O=C1NC(CCC1C1=C(C=C(C=C1F)N1C[C@H](CC1)NC(OCC1CC2(C1)CCC2)=O)F)=O